2-Chloro-4-(7-methoxy-1-methyl-1H-pyrrolo[2,3-c]pyridin-4-yl)pyrimidine-5-carboxylic acid isopropyl ester C(C)(C)OC(=O)C=1C(=NC(=NC1)Cl)C1=C2C(=C(N=C1)OC)N(C=C2)C